FC1=C(C=CC(=C1)F)[C@H](C)NC(CN1C(NC2=C(C1=O)C(=NC=C2)O)=O)=O (S)-N-(1-(2,4-difluorophenyl)ethyl)-2-(5-hydroxy-2,4-dioxo-1,4-dihydropyrido[4,3-d]pyrimidin-3(2H)-yl)acetamide